C(=O)C1N(CC=C1)C(=O)OC(C)(C)C tert-butyl 2-formyl-2,5-dihydro-1H-pyrrole-1-carboxylate